ClC1=C(C=CC=C1)NC(C1=CC=C(C=C1)NC1=NC(=NC=C1F)NC1=CC=C(C=C1)C(NCCCCNC1=C2C(N(C(C2=CC=C1)=O)C1C(NC(CC1)=O)=O)=O)=O)=O N-(2-chlorophenyl)-4-((2-((4-((4-((2-(2,6-dioxopiperidin-3-yl)-1,3-dioxoisoindoline-4-yl)amino)butyl)carbamoyl)phenyl)amino)-5-fluoropyrimidin-4-yl)amino)benzamide